[Si](C)(C)(C(C)(C)C)OCC1CC(OC1)(C)C 4-(((tert-Butyldimethylsilyl)oxy)methyl)-2,2-dimethyltetrahydrofuran